OC1(CC(C2(CC2)CC1)(C)CN1C=NC2=C1C=C(C=C2)C#N)CO 1-((6-Hydroxy-6-(hydroxymethyl)-4-methyl-spiro[2.5]octane-4-yl)methyl)-1H-benzo[d]imidazole-6-carbonitrile